(S)-6-(2-(4-Acetylpiperazin-1-yl)pyrimidin-5-yl)-3-(2-(difluoromethoxy)phenyl)-2,3-dihydropyrazolo[1,2-a]indazol-9(1H)-one C(C)(=O)N1CCN(CC1)C1=NC=C(C=N1)C=1C=CC=2C(N3N(C2C1)[C@@H](CC3)C3=C(C=CC=C3)OC(F)F)=O